C(CC1=NNC(=N1)SC(C)C)C1=NNC(=N1)SC(C)C 3,3'-ethylenebis(5-isopropylthio-1H-1,2,4-triazole)